(2S,4R)-4-fluoro-1-[2-(2-oxo-1,2-dihydropyridin-1-yl)acetyl]-N-[(S)-phenyl[4-(propan-2-yl)phenyl]methyl]pyrrolidine-2-carboxamide F[C@@H]1C[C@H](N(C1)C(CN1C(C=CC=C1)=O)=O)C(=O)N[C@H](C1=CC=C(C=C1)C(C)C)C1=CC=CC=C1